P(=O)(=O)O[C@](CC(=O)[O-])(C)CCO phospho-mevalonate